N-[(2-thioxo-1,2-dihydropyridin-3-yl)-carbonyl]glycine S=C1NC=CC=C1C(=O)NCC(=O)O